dichlorobis[4-(diphenylphosphino)phenyl]palladium Cl[Pd](C1=CC=C(C=C1)P(C1=CC=CC=C1)C1=CC=CC=C1)(C1=CC=C(C=C1)P(C1=CC=CC=C1)C1=CC=CC=C1)Cl